Cl.NCC1=NOC(C1)(C(=O)OCC)CC1=CC=C(C=C1)Cl Ethyl 3-(aminomethyl)-5-(4-chlorobenzyl)-4,5-dihydroisoxazole-5-carboxylate hydrochloride